COC1=CC2=C(N(C(O2)=O)CCNC(=O)C=2OC3=C(C2)C=CC=C3)C=C1 (E)-N-(2-(6-methoxy-2-oxo-2,3-dihydro-1,3-benzooxazol-3-yl)ethyl)-2-benzofuranamide